C1(CCC1)N1N=CC=2C1=NC(=CN2)N2C[C@H]1C([C@H]1C2)COC2=CC(=CC(=C2)F)F 1-cyclobutyl-6-((1R,5S,6r)-6-((3,5-difluorophenoxy)methyl)-3-azabicyclo[3.1.0]hexane-3-yl)-1H-pyrazolo[3,4-b]pyrazine